2-((1R,5S)-6,6-difluoro-3-azabicyclo-[3.1.1]heptan-3-yl)-N-(2-sulfamoylpyridin-4-yl)-5-(trifluoro-methyl)nicotinamide FC1([C@@H]2CN(C[C@H]1C2)C2=C(C(=O)NC1=CC(=NC=C1)S(N)(=O)=O)C=C(C=N2)C(F)(F)F)F